N1(CCCC1)[C@H]1[C@@H](CCCC1)O trans-2-(pyrrolidin-1-yl)cyclohexan-1-ol